pentaerythritol tri-acrylate C(C=C)(=O)OCC(COC(C=C)=O)(COC(C=C)=O)CO